ClC(=O)[C@@H]1N(CC1)C(=O)OC(C)(C)C tert-butyl (R)-2-(chlorocarbonyl)azetidine-1-carboxylate